C(C)(C)(C)OC(=O)N1CC2C(C1)(CC(C2)OCC2=CC=CC=C2)C=2C=C1C=NN(C1=CC2C)C2=CC=C(C=C2)F 5-(benzyloxy)-3a-(1-(4-fluorophenyl)-6-methyl-1H-indazol-5-yl)hexahydrocyclopenta[c]pyrrole-2(1H)-carboxylic acid tert-butyl ester